C(C)O[Si](CCCN1N=NN=C1CCCCCC1=NN=NN1CCC[Si](OCC)(OCC)OCC)(OCC)OCC 5,5'-pentamethylenebis{1-[3-(triethoxysilyl)propyl]-1,2,3,4-tetrazole}